NCC1CN(C(O1)=O)C1=CC=C(C=C1)S(=O)(=O)N1CCN(CC1)C1=NC(=CC(=C1)C(F)(F)F)Cl 5-(Aminomethyl)-3-[4-[4-[6-chloro-4-(trifluoromethyl)-2-pyridyl]piperazin-1-yl]sulfonylphenyl]oxazolidin-2-one